6-(1-(1-cyclopropylethyl)-4-(4-fluoro-phenyl)-1H-imidazol-5-yl)imidazo[1,2-a]pyridine-3-carbonitrile C1(CC1)C(C)N1C=NC(=C1C=1C=CC=2N(C1)C(=CN2)C#N)C2=CC=C(C=C2)F